N1CC(C1)C1=CC=C(C=C1)C1CC(C1)(O)C(F)(F)F 3-[4-(Azetidin-3-yl)phenyl]-1-(trifluoromethyl)cyclobutanol